FC1(CC[C@H]2N(C3=C1C=C(C=N3)C(F)(F)F)CCNC2)F (R)-5,5-difluoro-3-(trifluoromethyl)-6,7,7a,8,10,11-hexahydropyrazino[1,2-a]pyrido[3,2-f]azepin